α-putrescinyl-thymine N(CCCCN)CC=1C(NC(NC1)=O)=O